1-methyl-4-(2,4,6-trimethoxyphenyl)-1,2,3,6-tetrahydropyridine CN1CCC(=CC1)C1=C(C=C(C=C1OC)OC)OC